6-ethyl-6H-furo[2,3-b]pyrrole-5-carbaldehyde C(C)N1C2=C(C=C1C=O)C=CO2